(E)-tert-butyl 4-(2-(N-((1,2,3,5,6,7-hexahydro-s-indacen-4-yl) carbamoyl) sulfamoyl) vinyl)-piperidine-1-carboxylate C1CCC2=C(C=3CCCC3C=C12)NC(=O)NS(=O)(=O)/C=C/C1CCN(CC1)C(=O)OC(C)(C)C